4-CYCLOPROPYL-3-(8-METHYLQUINOLIN-5-YL)-N-(2-(TRIFLUOROMETHYL)PYRIDIN-4-YL)ISOTHIAZOLE-5-CARBOXAMIDE C1(CC1)C=1C(=NSC1C(=O)NC1=CC(=NC=C1)C(F)(F)F)C1=C2C=CC=NC2=C(C=C1)C